I.CSC(C1=C(C=CC(=C1)OC=1C(=C2C=CN(C2=CC1F)S(=O)(=O)C1=CC=C(C)C=C1)C=C)F)=N.C=1N=CN2C1C=NC=C2 imidazo[1,5-a]pyrazine methyl-2-fluoro-5-((6-fluoro-1-tosyl-4-vinyl-1H-indol-5-yl)oxy)benzimidothioate hydroiodide